bromo-2-(1H-imidazole-1-carbonyl)-5H-pyrrolo[2,3-b]pyrazin-3-amine BrN1C=CC=2C1=NC(=C(N2)C(=O)N2C=NC=C2)N